(S)-1-((R)-3-amino-1-(4-((6-amino-9H-purin-9-yl)methyl)-6-(3,5-difluoro-4-methoxyphenyl)pyridin-3-yl)piperidin-3-yl)-2,2-difluoroethan N[C@@]1(CN(CCC1)C=1C=NC(=CC1CN1C2=NC=NC(=C2N=C1)N)C1=CC(=C(C(=C1)F)OC)F)CC(F)F